C(#N)CCC(=O)O 3-Cyanopropionic acid